CN1N=C(C(=C1C)CN)C 1,3,5-trimethyl-pyrazole-4-methanamine